(S)-1-(4-(2-(hexahydropyrrolo[1,2-a]pyrazin-2(1H)-yl)-4-(trifluoromethyl)benzyl)piperazine-1-carbonyl)-1H-pyrazole-3-carboxylic acid C1[C@H]2N(CCN1C1=C(CN3CCN(CC3)C(=O)N3N=C(C=C3)C(=O)O)C=CC(=C1)C(F)(F)F)CCC2